CS(=O)(=O)SCCCCCC(=O)O 6-(methylsulfonyl-thio)hexanoic acid